C(#N)C(C(CC1=CC=CC=C1)NC(OC(C)(C)C)=O)O tert-butyl (1-cyano-1-hydroxy-3-phenylpropan-2-yl)carbamate